[K].N1(CCC1)CCS(=O)(=O)NC(NC1=C2CCCC2=CC=2CCCC12)=O 2-(Azetidin-1-yl)-N-((1,2,3,5,6,7-hexahydro-s-indacen-4-yl)carbamoyl)ethane-1-sulfonamide, Potassium Salt